FC(C=1C=C(C=CC1)S(=O)(=O)NC1CC2(CN(C2)C(=O)OC(C)(C)C)C1)(F)F tert-butyl 6-[[3-(trifluoromethyl) phenyl] sulfonylamino]-2-azaspiro[3.3]heptane-2-carboxylate